ClC1=CC(=C(C=C1)[C@@]1(OC2=C(C=CC=C2C=C1)C1CCN(CC1)CC1=NC=2C(=NC=CC2)N1C[C@H]1OCC1)[2H])F 2-((4-((R)-2-(4-chloro-2-fluorophenyl)-2H-chromen-8-yl-2-d)piperidin-1-yl)methyl)-3-(((S)-oxetan-2-yl)methyl)-3H-imidazo[4,5-b]pyridine